BrC1=NN2C(N=CC=C2C)=C1C(=O)OCC Ethyl 2-bromo-7-methylpyrazolo[1,5-a]pyrimidine-3-carboxylate